methoxy-4-methyl-N-(3-(1-(trifluoromethyl)cyclopropyl)propyl)-1H-imidazole-1-carboxamide COC=1N(C=C(N1)C)C(=O)NCCCC1(CC1)C(F)(F)F